C(C)[C@H]1N(C[C@@H](N(C1)C1=NC(=NC2=CC=C(C=C12)F)NN)C)C(C1=NC=C(C=C1)C(F)(F)F)C1=CC=C(C=C1)F 4-((2s,5r)-5-ethyl-4-((4-fluorophenyl)(5-(trifluoromethyl)pyridin-2-yl)methyl)-2-methylpiperazin-1-yl)-6-fluoro-2-hydrazinoquinazoline